ClCCCOC1=NC2=CC=C(C=C2C(=N1)C1=CC=C(C=C1)[N+](=O)[O-])OC (3-chloropropoxy)-6-methoxy-4-(4-nitrophenyl)quinazoline